1-isopropylpiperidin-4-one C(C)(C)N1CCC(CC1)=O